CC1(N(CC(O1)C2=CC=CO2)C(=O)C(Cl)Cl)C The molecule is a member of the class of oxazolidines that is 2,2-dimethyl-1,3-oxazolidine which is substituted by a dichloroacetyl group at position 3 and by a furan-2-yl group at position 5. It is a member of furans, an organochlorine compound, a member of oxazolidines and a tertiary carboxamide.